N-[(1S)-1-cyclohexyl-2-[4-(4-methyl-1,2,4-triazol-3-yl)anilino]-2-oxo-ethyl]-3-phenyl-triazole-4-carboxamide C1(CCCCC1)[C@@H](C(=O)NC1=CC=C(C=C1)C1=NN=CN1C)NC(=O)C=1N(N=NC1)C1=CC=CC=C1